C(C)(=O)C=1C=C(C=C2C(C=C(OC12)N1CCC2(CN(C(O2)=O)C)CC1)=O)C 8-(8-acetyl-6-methyl-4-oxo-chromen-2-yl)-3-methyl-1-oxa-3,8-diazaspiro[4.5]decan-2-one